C(C)OC=CB1OC(C(O1)(C)C)(C)C 2-(2-ethoxyvinyl)-4,4,5,5-tetramethyl-1,3,2-diOxaborolane